OC1=CC=CC2=NC=C3C=CC=CC3=C12 hydroxyphenanthridine